CC1(OC2=CC=C(C=C2CC1)C1CN(C1)C(=O)N1C[C@@H]2[C@@H](OCC(N2)=O)CC1)C (4aR,8aS)-6-(3-(2,2-dimethylchroman-6-yl)azetidine-1-carbonyl)hexahydro-2H-pyrido[4,3-b][1,4]oxazin-3(4H)-one